tert-butyl 9-(((trifluoromethyl)sulfonyl)oxy)-3-azaspiro[5.5]undec-8-ene-3-carboxylate FC(S(=O)(=O)OC1=CCC2(CCN(CC2)C(=O)OC(C)(C)C)CC1)(F)F